(R)-18-hydroxy-2-phenyl-9,12-dioxa-1,15,22-triazatetracyclo[13.7.1.03,8.017,22]tricosa-3,5,7,17,20-pentaene-16,19-dione OC1=C2C(N3CCOCCOC4=CC=CC=C4[C@H](N(N2C=CC1=O)C3)C3=CC=CC=C3)=O